N2-{2-azaspiro[3.3]heptan-6-yl}-N4-(5-cyclopentyl-1H-pyrazol-3-yl)-N2-methylpyrimidine-2,4-diamine C1NCC12CC(C2)N(C2=NC=CC(=N2)NC2=NNC(=C2)C2CCCC2)C